C(C1=CC=CC=C1)N1CC2CCC(C1)C2=NO 3-benzyl-3-azabicyclo[3.2.1]octane-8-one oxime